(3R,3'S,4'R,5'S)-1,7-dimethyl-2-oxo-4'-phenyl-5'-(trifluoromethyl)spiro[indoline-3,2'-pyrrolidine]-3'-formaldehyde CN1C([C@]2(N[C@@H]([C@H]([C@@H]2C=O)C2=CC=CC=C2)C(F)(F)F)C2=CC=CC(=C12)C)=O